FC=1C=C(N2N=C(N=CC21)N[C@H]2[C@@H](CN(CC2)S(=O)(=O)C2=CC=CC=C2)O)C2=NC=C(C=C2)C(F)(F)F (3R,4R)-4-((5-fluoro-7-(5-(trifluoromethyl)pyridin-2-yl)pyrrolo[2,1-f][1,2,4]triazin-2-yl)amino)-1-(phenylsulfonyl)piperidin-3-ol